3-((1-(7,8-Dichloro-4-(1H-Imidazol-1-Yl)Quinolin-2-Yl)-5-Oxopyrrolidin-2-Yl)Methoxy)Propanoic Acid ClC1=CC=C2C(=CC(=NC2=C1Cl)N1C(CCC1=O)COCCC(=O)O)N1C=NC=C1